3-(ethylsulfonyl)-5-(2-fluorophenyl)-6-methyl-2,3-dihydro[1,3]thiazolo[4,5-b]pyridine C(C)S(=O)(=O)N1CSC=2C1=NC(=C(C2)C)C2=C(C=CC=C2)F